C(C)C=1C(=CC=C2C=C(C=C(C12)C1=C(C=2N=C(N=C(C2C=N1)N1C[C@@H](CC[C@H]1C)O)OC[C@]12CCCN2C[C@@H](C1)F)F)O)F (3R,6R)-1-(7-(8-Ethyl-7-fluoro-3-hydroxynaphthalen-1-yl)-8-fluoro-2-(((2R,7aS)-2-fluorotetrahydro-1H-pyrrolizin-7a(5H)-yl)methoxy)pyrido[4,3-d]pyrimidin-4-yl)-6-methylpiperidin-3-ol